Bis-(4-tert-butylphenyl)-iodonium tetrafluoroborat F[B-](F)(F)F.C(C)(C)(C)C1=CC=C(C=C1)[I+]C1=CC=C(C=C1)C(C)(C)C